4-[4-(2-amino-1-hydroxyethyl)-3-(cyanomethyl)phenyl]-3-(2-methyl-6-morpholin-4-ylpyrimidin-4-yl)oxybenzonitrile NCC(O)C1=C(C=C(C=C1)C1=C(C=C(C#N)C=C1)OC1=NC(=NC(=C1)N1CCOCC1)C)CC#N